2-(3-bromophenoxy)-9-(4-tert-butyl-pyridin-2-yl)-9H-carbazole-5,6,7,8-d4 tert-butyl-(3-((6-chloro-3-((1-methyl-1H-pyrazol-4-yl)amino)-1,2,4-triazin-5-yl)oxy)phenyl)carbamate C(C)(C)(C)N(C(O)=O)C1=CC(=CC=C1)OC=1N=C(N=NC1Cl)NC=1C=NN(C1)C.BrC=1C=C(OC2=CC=3N(C4=C(C(=C(C(=C4C3C=C2)[2H])[2H])[2H])[2H])C2=NC=CC(=C2)C(C)(C)C)C=CC1